methyl 5-bromo-2-[(2S)-2-(tert-butoxycarbonylamino)-3-[3-[tert-butyl(diphenyl)silyl]oxypropoxy]propyl]pyrazole-3-carboxylate BrC=1C=C(N(N1)C[C@@H](COCCCO[Si](C1=CC=CC=C1)(C1=CC=CC=C1)C(C)(C)C)NC(=O)OC(C)(C)C)C(=O)OC